CP(CC1=CC=C(C=C1)C1=NOC(=N1)C(F)(F)F)(N1CCCCC1)=O methyl(piperidin-1-yl)(4-(5-(trifluoromethyl)-1,2,4-oxadiazol-3-yl)benzyl)phosphine oxide